ClC1=CC=C(C=C1)C1=C(CCC(C1)(C)C)CN1C(N(CC1)CC=1C(=C2CN(C(C2=CC1)=O)C1C(NC(CC1)=O)=O)F)=O 3-(5-((3-((4'-chloro-5,5-dimethyl-3,4,5,6-tetrahydro-[1,1'-biphenyl]-2-yl)methyl)-2-oxoimidazolidin-1-yl)methyl)-4-fluoro-1-oxoisoindolin-2-yl)piperidine-2,6-dione